3-(4-((3,8-Diazabicyclo[3.2.1]oct-3-yl)methyl)-2-methoxybenzyl)-5-butoxy-1H-pyrazolo[4,3-d]pyrimidin-7-amine C12CN(CC(CC1)N2)CC2=CC(=C(CC1=NNC3=C1N=C(N=C3N)OCCCC)C=C2)OC